6,8-difluoro-2-(((2R,7aS)-2-fluorotetrahydro-1H-pyrrolizin-7a(5H)-yl)methoxy)-7-(indolizin-8-yl)-4-((1S,5R)-1-methyl-3,8-diazabicyclo[3.2.1]octan-3-yl)quinazoline FC=1C=C2C(=NC(=NC2=C(C1C1=CC=CN2C=CC=C12)F)OC[C@]12CCCN2C[C@@H](C1)F)N1C[C@@]2(CC[C@H](C1)N2)C